ClC=1N=C(N2N=C(N=CC21)N[C@H]2[C@@H](CN(CC2)C(=O)OC(C)(C)C)O)C(C)C tert-butyl (3R,4R)-4-({5-chloro-7-isopropylimidazo[4,3-f][1,2,4]triazin-2-yl}amino)-3-hydroxypiperidine-1-carboxylate